FC(OC1=CC2=C(N=C(O2)C=2C(=C(C=CC2)C2=C(C(=CC=C2)C2=NC=C(N=C2)CN2CCCC2)C)C)C=C1CN1[C@@H](CCC1)C(=O)O)F ((6-(difluoromethoxy)-2-(2,2'-dimethyl-3'-(5-(pyrrolidin-1-ylmethyl)pyrazin-2-yl)-[1,1'-biphenyl]-3-yl)benzo[d]oxazol-5-yl)methyl)-L-proline